C(C)OP(OCC)(=O)CC1=CC=2N(C=C1)C=C(N2)C2=CC=C(C=C2)OC ((2-(4-methoxyphenyl)imidazo[1,2-a]pyridin-7-yl)methyl)phosphonic acid diethyl ester